1,4-bis(8-hydroxyoctyl)pyridinium OCCCCCCCC[N+]1=CC=C(C=C1)CCCCCCCCO